Cl.FC1=CC=C(C=C1)C(N1[C@@H](CN[C@H](C1)C)C)C1=NC=CC=C1F (2r,5s)-1-((4-fluorophenyl)(3-fluoropyridin-2-yl)methyl)-2,5-dimethylpiperazine HCl